CC1C(=C(C(=C1C(C)C)C)C)C tetramethyl-(isopropyl)cyclopentadiene